(trans)-4-((5-(N-(2-cyclopropyl-4-iodo-5-methylphenyl)but-2-ynamido)-1-methyl-1H-pyrazolo[4,3-b]pyridin-3-yl)oxy)cyclohexane-1-carboxamide C1(CC1)C1=C(C=C(C(=C1)I)C)N(C(C#CC)=O)C1=CC=C2C(=N1)C(=NN2C)O[C@@H]2CC[C@H](CC2)C(=O)N